2-(2-(2-(2-aminoethoxy)ethoxy)ethyl)-2,4-dinitroaniline NCCOCCOCCC1(C(N)C=CC(=C1)[N+](=O)[O-])[N+](=O)[O-]